N-(pyridin-2-yl)-N-(thiophen-2-ylmethyl)-2-(p-tolyloxy)propenamide N1=C(C=CC=C1)N(C(C(=C)OC1=CC=C(C=C1)C)=O)CC=1SC=CC1